OC=1C=C(C[C@H](N)C(=O)O)C=CC1O 3,4-Dihydroxyphenylalanine